ClC=1C(=NC(=NC1)N[C@@H]1C[C@H]2CO[C@@H]([C@H]1O)O2)C=2C=C(C1=C(N(C(=N1)C(C)(C)N1CCOCC1)C(C)C)C2)F (1S,3R,4S,5R)-3-((5-chloro-4-(4-fluoro-1-isopropyl-2-(2-morpholinopropan-2-yl)-1H-benzo[d]imidazol-6-yl)pyrimidin-2-yl)amino)-6,8-dioxabicyclo[3.2.1]octan-4-ol